acryloxypropyl-tetrahydrophthalic acid C(C=C)(=O)OCCCC1(C(=O)O)C(C(=O)O)CCC=C1